N1(CCNCC1)C1=C(C=C(C=C1)N1N=NC=2C(NC=3C=CC=CC3C21)=O)C(F)(F)F 4-(piperazin-1-yl)-3-(trifluoromethyl)phenyl-1,5-dihydro-4H-[1,2,3]triazolo[4,5-c]Quinolin-4-one